4-((4-(6-(4-(3-amino-6-(2-hydroxyphenyl)pyridazin-4-yl)phenyl)-2-azaspiro[3.3]heptan-2-yl)cyclohexyl)amino)-2-(2,6-dioxopiperidin-3-yl)isoindoline-1,3-dione NC=1N=NC(=CC1C1=CC=C(C=C1)C1CC2(CN(C2)C2CCC(CC2)NC2=C3C(N(C(C3=CC=C2)=O)C2C(NC(CC2)=O)=O)=O)C1)C1=C(C=CC=C1)O